1,1,1,3,3,3-hexafluoropropan-2-yl-4-(2-(pyrrolidin-1-yl)-4-(trifluoromethyl)benzyl)piperazine-1-carboxylate mono-hydrochloride salt Cl.FC(C(C(F)(F)F)OC(=O)N1CCN(CC1)CC1=C(C=C(C=C1)C(F)(F)F)N1CCCC1)(F)F